4-(furan-3-yl)butanoic acid O1C=C(C=C1)CCCC(=O)O